ClC=1C=C(C=C(C1OC1=NNC(C2=C(C=CC=C12)F)=O)Cl)N1C(NC(C(=C1)C#N)=O)=O 1-(3,5-dichloro-4-((5-fluoro-4-oxo-3,4-dihydrophthalazin-1-yl)oxy)phenyl)-2,4-dioxo-1,2,3,4-tetrahydropyrimidine-5-carbonitrile